4-{1-[4-(1-aminocyclopropyl)phenyl]-2-cyclopropylethyl}piperazine-1-carboxylic acid tert-butyl ester C(C)(C)(C)OC(=O)N1CCN(CC1)C(CC1CC1)C1=CC=C(C=C1)C1(CC1)N